4-(4-amino-3-chlorophenyloxy)-7-methoxy-quinoline-6-carboxamide NC1=C(C=C(C=C1)OC1=CC=NC2=CC(=C(C=C12)C(=O)N)OC)Cl